C(#N)C1(CC1)NC1=C(C=NC(=C1)C1=CC=C2N1N=CC(=C2)C#N)C2=NN=C(S2)N2CC1CCC(C2)N1C(=O)OC(C)(C)C tert-butyl 3-(5-{4-[(1-cyanocyclopropyl)amino]-6-{3-cyanopyrrolo[1,2-b]pyridazin-7-yl}pyridin-3-yl}-1,3,4-thiadiazol-2-yl)-3,8-diazabicyclo[3.2.1]octane-8-carboxylate